(E)-5,5-dimethyl-2-[4-(4-pyridinyl)-2-pyrrolylcarbonylamino]-3-hexenoic acid CC(/C=C/C(C(=O)O)NC(=O)C=1NC=C(C1)C1=CC=NC=C1)(C)C